(4-(1,4-dimethyl-1H-imidazol-2-yl)benzyl)-6-(2-isopropylphenyl)-[1,2,4]triazolo[4,3-a]pyrimidine CN1C(=NC(=C1)C)C1=CC=C(CC2=NN=C3N2C=C(C=N3)C3=C(C=CC=C3)C(C)C)C=C1